C(C1=CC=CC=C1)(=O)C1=C(C=CC(=C1)C)NC([C@H]([C@H](CC)C)NC(OC(C)(C)C)=O)=O tert-butyl ((2S,3S)-1-((2-benzoyl-4-methylphenyl)amino)-3-methyl-1-oxopentan-2-yl)carbamate